C(CCCCCCCCCCCCCCC)S(C([C@](N(CCCCCCCCCCCCCCCC)CCCCCCCCCCCCCCCC)(C(=O)O)CCCCCCCCCCCCCCCC)(CCCCCCCCCCCCCCCC)CCCCCCCCCCCCCCCC)(CCCCCCCCCCCCCCCC)(CCCCCCCCCCCCCCCC)CCCCCCCCCCCCCCCC noNacetyl-L-cysteine